CC1=NN2C(N=CC3=C2C(CN3)(C(F)(F)F)C)=C1 2,8-dimethyl-8-(trifluoromethyl)-7,8-dihydro-6H-pyrazolo[1,5-a]pyrrolo[2,3-e]pyrimidine